N-(2-{5-[(3R)-3-aminopiperidine-1-carbonyl]-2-[1-(cyclopropylmethyl)-1H-pyrrolo[2,3-b]pyridin-2-yl]-7-methoxy-1H-1,3-benzodiazol-1-yl}ethyl)methanesulfonamide N[C@H]1CN(CCC1)C(=O)C1=CC2=C(N(C(=N2)C2=CC=3C(=NC=CC3)N2CC2CC2)CCNS(=O)(=O)C)C(=C1)OC